N-((S)-2,2-dicyclopropyl-1-(5-(((S)-2-oxo-4-(trifluoro-methyl)imidazolidin-1-yl)methyl)benzo[d]oxazol-2-yl)ethyl)-4-methyloxazole-5-carboxamide C1(CC1)C([C@@H](C=1OC2=C(N1)C=C(C=C2)CN2C(N[C@@H](C2)C(F)(F)F)=O)NC(=O)C2=C(N=CO2)C)C2CC2